BrC1=CC=CC=2OC(OC21)(C)C=2C(=NC=CC2)C (4-bromo-2-methylbenzo[d][1,3]dioxol-2-yl)-2-methylpyridine